pentafluorophosphine FP(F)(F)(F)F